N-(2-(3-hydroxy-3-methylbutyl)-5-(2-Hydroxypropan-2-yl)-1-methyl-1H-benzo[d]imidazol-6-yl)-2-methyl-3-(trifluoromethyl)benzamide OC(CCC1=NC2=C(N1C)C=C(C(=C2)C(C)(C)O)NC(C2=C(C(=CC=C2)C(F)(F)F)C)=O)(C)C